2-(3,5-dichlorophenyl)-N-(2-hydroxyethyl)benzo[d]oxazole-6-carboxamide ClC=1C=C(C=C(C1)Cl)C=1OC2=C(N1)C=CC(=C2)C(=O)NCCO